(S)-2-amino-2-((S)-3,3-difluorocyclohexyl)-N-(4-((S)-2-methoxy-1-((S)-2-oxo-4-(trifluoro-methyl)imidazolidin-1-yl)ethyl)pyridin-2-yl)acetamide N[C@H](C(=O)NC1=NC=CC(=C1)[C@@H](COC)N1C(N[C@@H](C1)C(F)(F)F)=O)[C@@H]1CC(CCC1)(F)F